ethyl 2-[(3S)-3-[1-[2-fluoro-5-[[6-fluoro-4-(methylsulfonylmethyl)-1H-indol-5-yl]oxy]phenyl]pyrazol-3-yl]-3-methyl-2H-benzofuran-7-yl]acetate FC1=C(C=C(C=C1)OC=1C(=C2C=CNC2=CC1F)CS(=O)(=O)C)N1N=C(C=C1)[C@]1(COC2=C1C=CC=C2CC(=O)OCC)C